2-bromo-N-[7-(3,5-dimethylphenoxy)-3-[2-(methoxymethylamino)-2-oxoethyl]-4-methyl-2,5-dioxo-2,3,4,5-tetrahydro-1H-benzo[e][1,4]Diazepin-8-yl]-3,4,5-tris(trideuteromethoxy)benzamide BrC1=C(C(=O)NC=2C(=CC3=C(NC(C(N(C3=O)C)CC(=O)NCOC)=O)C2)OC2=CC(=CC(=C2)C)C)C=C(C(=C1OC([2H])([2H])[2H])OC([2H])([2H])[2H])OC([2H])([2H])[2H]